C(CCCCCC)NC(=O)[C@@H]1CN(C[C@H]1O)C(=O)OC(C)(C)C |o1:10,14| tert-butyl (3R*,4S*)-3-(heptylcarbamoyl)-4-hydroxypyrrolidine-1-carboxylate